2-((2R,5S)-2-(2-((1,4-dimethylpiperidin-4-yl)methyl)benzo[d]thiazol-5-yl)-5-methylpiperidin-1-yl)-2-oxo-N-(1-((2-(trimethylsilyl)ethoxy)methyl)-1H-pyrazolo[4,3-c]pyridin-7-yl)acetamide CN1CCC(CC1)(C)CC=1SC2=C(N1)C=C(C=C2)[C@@H]2N(C[C@H](CC2)C)C(C(=O)NC=2C1=C(C=NC2)C=NN1COCC[Si](C)(C)C)=O